(11E)-octadec-11-enoic acid C(CCCCCCCCC\C=C\CCCCCC)(=O)O